BrCC=1C=C(C2=C(C(N(C[C@@H](O2)C)CC2=CC(=CC(=C2)OC)OC)=O)C1)C1=C(C=C(C=C1)F)C (S)-7-(bromomethyl)-4-(3,5-dimethoxybenzyl)-9-(4-fluoro-2-methylphenyl)-2-methyl-3,4-dihydrobenzo[f][1,4]oxazepin-5(2H)-one